C(C1=CC=CC=C1)C1=NC(=NN1)C(=O)NC1C=2N(C3=C(CC1)C=CC(=C3)C#CC(C)(C)O)C=NN2 5-benzyl-N-(9-(3-hydroxy-3-methylbut-1-yn-1-yl)-5,6-dihydro-4H-benzo[f][1,2,4]triazolo[4,3-a]azepin-4-yl)-1H-1,2,4-triazole-3-carboxamide